N-(1-((4-chloro-1-oxo-1,2-dihydroisoquinolin-5-yl)sulfonyl)-6-cyanoindolin-4-yl)acetamide ClC1=CNC(C2=CC=CC(=C12)S(=O)(=O)N1CCC2=C(C=C(C=C12)C#N)NC(C)=O)=O